ClC=1C(=C(C(=CC1)F)[C@H](C(=O)O)C12CCC(CC1)(C2)F)F (R)-2-(3-chloro-2,6-difluorophenyl)-2-(4-fluoro-bicyclo[2.2.1]hept-1-yl)acetic acid